N-(3-Chloro-4-fluorophenyl)-4-(5-hydroxy-5-(1-methyl-3-(3,3,3-trifluoro-2-hydroxypropoxy)-1H-pyrazol-5-yl)octahydropentalen-2-yl)-1-methyl-1H-imidazole-5-carboxamide ClC=1C=C(C=CC1F)NC(=O)C1=C(N=CN1C)C1CC2CC(CC2C1)(C1=CC(=NN1C)OCC(C(F)(F)F)O)O